N4-benzoyl-2'-fluoro-2'-deoxycytidine C1=CC=C(C=C1)C(=O)NC2=NC(=O)N(C=C2)[C@H]3[C@@H]([C@@H]([C@H](O3)CO)O)F